methyl 4-[3-[(4-chloro-1-tetrahydropyran-2-yl-indazol-5-yl) amino]-4-methyl-pyrazol-1-yl]-2-methoxy-benzoate ClC1=C2C=NN(C2=CC=C1NC1=NN(C=C1C)C1=CC(=C(C(=O)OC)C=C1)OC)C1OCCCC1